calcium aluminum magnesium carbon [C].[Mg].[Al].[Ca]